methyl (S)-1-phenyl-3-((1-(4-(trifluoromethyl)phenyl)ethyl)amino)azetidine-3-carboxylate C1(=CC=CC=C1)N1CC(C1)(C(=O)OC)N[C@@H](C)C1=CC=C(C=C1)C(F)(F)F